C([O-])([O-])=O.[K+].BrC1=CC=C2C=C(N(C2=C1)CC1CC1)C#C.[K+] 6-Bromo-1-(cyclopropylmethyl)-2-ethynyl-1H-indole Potassium carbonate